(5-nitro-3-trifluoromethylpyridin-2-yl)-5-cyano-1H-pyrazole [N+](=O)([O-])C=1C=C(C(=NC1)N1N=CC=C1C#N)C(F)(F)F